4-(6-(4-((5-fluoropyridin-2-yl)methyl)piperazin-1-yl)pyridin-3-yl)-6-(3-hydroxypropoxy)pyrazolo[1,5-a]pyridine-3-carbonitrile 2,2,2-trifluoroacetate FC(C(=O)O)(F)F.FC=1C=CC(=NC1)CN1CCN(CC1)C1=CC=C(C=N1)C=1C=2N(C=C(C1)OCCCO)N=CC2C#N